CNC[C@H](C)OC=1N(N=CC1C=1C=C2C(=C(N1)C)N(N=C2C=C)C2OCCCC2)C (2S)-N-methyl-2-[2-methyl-4-(7-methyl-1-tetrahydropyran-2-yl-3-vinyl-pyrazolo[3,4-c]pyridin-5-yl)pyrazol-3-yl]oxy-propan-1-amine